C1(C=CC=C1)[Ti](C1=C(C(=CC=C1F)CCNS(=O)(=O)CCC=C)F)(C1=C(C(=CC=C1F)CCNS(=O)(=O)CCC=C)F)C1C=CC=C1 bis(cyclopentadienyl)-bis[2,6-difluoro-3-(2-(N-allylmethylsulfonylamino)ethyl)phenyl]titanium